CC1=NC(=CC(=C1)C1CNCCO1)C 2-(2,6-dimethyl-pyridin-4-yl)morpholine